CN(C1=CC=C(CN(C(=O)N)CC2=CC=C(C=C2)OC)C=C1)C 1-(4-(dimethylamino)benzyl)-1-(4-methoxybenzyl)urea